N-((5-(hydrazinecarbonyl)pyridin-2-yl)methyl)-N-phenylmorpholine-4-carboxamide N(N)C(=O)C=1C=CC(=NC1)CN(C(=O)N1CCOCC1)C1=CC=CC=C1